COC(=O)C1=C(C=C2CCN(C2=C1)C1COCC1)Br 5-bromo-1-(tetrahydrofuran-3-yl)indoline-6-carboxylic acid methyl ester